4-(pyridinoyloxy)cyclohexanone N1=C(C=CC=C1)C(=O)OC1CCC(CC1)=O